P(=O)(O)(O)CC1N(CCCCCN(CCN(C1)CC(=O)O)CC(=O)O)CC(=O)N Phosphonomethyl-1,4,7,1-O-tetraazacyclododecane-1,4,7-triacetic acid